2,4,6-tri(2',4'-dihydroxyphenyl)-1,3,5-triazine OC1=C(C=CC(=C1)O)C1=NC(=NC(=N1)C1=C(C=C(C=C1)O)O)C1=C(C=C(C=C1)O)O